3-(3-(7-Methoxy-1-methyl-β-carbolin-9-yl)propyl)-5-amino-1,2,4-oxadiazole COC1=CC=C2C=3C=CN=C(C3N(C2=C1)CCCC1=NOC(=N1)N)C